C(CC)C1=C(C(C2=C(N1)COC2=O)C2=CC=CC(=C2)[N+](=O)[O-])C(=O)OCCC propyl 2-propyl-4-(5-nitrophenyl)-5-oxo-1,4,5,7-tetrahydrofuro[3,4-b]pyridin-3-carboxylate